Phenyl (7-(benzyloxy)-6-(1,1-dioxido-4-oxo-1,2,5-thiadiazolidin-2-yl)-5-fluoronaphthalen-2-yl)carbamate C(C1=CC=CC=C1)OC1=C(C(=C2C=CC(=CC2=C1)NC(OC1=CC=CC=C1)=O)F)N1S(NC(C1)=O)(=O)=O